(E)-3-(3,5-dichloro-4-(4-hydroxy-3-isopropylbenzyl)phenyl)-N-methylacrylamide ClC=1C=C(C=C(C1CC1=CC(=C(C=C1)O)C(C)C)Cl)/C=C/C(=O)NC